(4-cyanophenyl)-4-hydroxyazepan-1-carboxylic acid tert-butyl ester C(C)(C)(C)OC(=O)N1C(CC(CCC1)O)C1=CC=C(C=C1)C#N